BrC1=CC(=C(C(=O)N(CCCC(F)(F)F)C)C=C1)Cl 4-bromo-2-chloro-N-methyl-N-(4,4,4-trifluorobutyl)benzamide